1,2-bis(2-methoxybutoxy)ethane COC(COCCOCC(CC)OC)CC